N-[(2-Amino-3-pyridyl)sulfonyl]-6-[2-(hydroxymethyl)phenyl]-2-[(4S)-2,2,4-trimethylpyrrolidin-1-yl]pyridin-3-carboxamid NC1=NC=CC=C1S(=O)(=O)NC(=O)C=1C(=NC(=CC1)C1=C(C=CC=C1)CO)N1C(C[C@@H](C1)C)(C)C